C(#N)C=CC=1C=C2C(=C(C(=NC2=C(C1C1=C(C(=CC=C1)Cl)Cl)F)C)C(=O)OCC)O ethyl (Ra)-6-(2-cyanovinyl)-7-(2,3-dichlorophenyl)-8-fluoro-4-hydroxy-2-methylquinoline-3-carboxylate